(4-(4-methylpiperazin-1-yl)phenyl)pyrimidine-2,4-diamine CN1CCN(CC1)C1=CC=C(C=C1)C=1C(=NC(=NC1)N)N